tert-butyl (2-((2-(2-cyclopropylphenyl)-2-oxoethyl)(4-methoxybenzyl)amino) ethyl)carbamate C1(CC1)C1=C(C=CC=C1)C(CN(CCNC(OC(C)(C)C)=O)CC1=CC=C(C=C1)OC)=O